C(CCCCC)OC(CCCCCCCC=CC=CCCCC)OCCCCCC 16,16-dihexyloxy-5,7-hexadecadiene